(((ethoxycarbonyl)oxy)methyl)tetrahydrofuran-3,4-diyl diacetate C(C)(=O)OC1C(OCC1OC(C)=O)COC(=O)OCC